4-Chloro-6-((2-methoxyphenyl)amino)pyrimidine-2-carboxylic acid ClC1=NC(=NC(=C1)NC1=C(C=CC=C1)OC)C(=O)O